C(#N)C1=CC=C(C=C1)NS(=O)(=O)C1=CNC2=CC(=CC=C12)SC N-(4-cyanophenyl)-6-(methylthio)-1H-indole-3-sulfonamide